(R)-1-(7-(isopropylsulfonyl)-4-(3-methylmorpholino)thieno[3,2-d]pyrimidin-2-yl)-N-methyl-1H-benzo[d]imidazol-2-amine C(C)(C)S(=O)(=O)C1=CSC2=C1N=C(N=C2N2[C@@H](COCC2)C)N2C(=NC1=C2C=CC=C1)NC